N2-(4,4-difluorocyclohexyl)-6-(4-methylthiazol-2-yl)pyridine-2,4-diamine FC1(CCC(CC1)NC1=NC(=CC(=C1)N)C=1SC=C(N1)C)F